methyl 4-chloro-3-hydroxy-2-methylbenzoate ClC1=C(C(=C(C(=O)OC)C=C1)C)O